[2-(2-hydroxyethoxy)acetyl]oxysodium OCCOCC(=O)O[Na]